cyanoethylmonomethoxydiethoxysilane C(#N)CC[Si](OCC)(OCC)OC